(2S)-5-hydroxy-2-methyl-1,2,3,4-tetrahydroquinoline-1-carboxylic acid methyl ester COC(=O)N1[C@H](CCC2=C(C=CC=C12)O)C